tert-butyl (2-fluoro-3-((7-hydroxy-4-methyl-2-oxo-2H-benzo[e][1,3]oxazin-3(4H)-yl)methyl)phenyl)carbamate FC1=C(C=CC=C1CN1C(OC2=C(C1C)C=CC(=C2)O)=O)NC(OC(C)(C)C)=O